O[C@H](C(=O)[O-])C1=CC=CC=C1 (S)-α-hydroxyphenylacetate